((2,2,2-trifluoroethyl)amino)-3,4-dihydropyrido[4,3-d]pyrimidin-2(1H)-one FC(CNN1C(NCC2=C1C=CN=C2)=O)(F)F